diguanylguanidine C(N)(=N)NC(NC(N)=N)=N